ClC1=C(C(=CC=C1)F)C1=NOC(=C1C(O)([2H])[2H])C=1C=NN(C1C(F)(F)F)C1=CC(=CC=C1)Cl (3-(2-Chloro-6-fluorophenyl)-5-(1-(3-chlorophenyl)-5-(trifluoromethyl)-1H-pyrazol-4-yl)isoxazol-4-yl)methan-d2-ol